2-butoxy-7H-purin-8(9H)-one C(CCC)OC1=NC=C2NC(NC2=N1)=O